(2-methoxy-4-(prop-1-yn-1-yl)phenyl)magnesium bromide COC1=C(C=CC(=C1)C#CC)[Mg]Br